cis-N1-(6-methoxyisoquinolin-1-yl)cyclohexane-1,4-diamine COC=1C=C2C=CN=C(C2=CC1)N[C@@H]1CC[C@@H](CC1)N